C(C)(C)(C)OC(=O)N1C(CC(CC1)O)C1=NC(=CC=C1)C(C)(C)C (6-(tert-butyl)pyridin-2-yl)-4-hydroxypiperidine-1-carboxylic acid tert-butyl ester